(+-)-cis-4-(hydroxymethyl)-2-phenyl-1,3-dioxan OC[C@@H]1O[C@@H](OCC1)C1=CC=CC=C1 |r|